ClC=1C(=C(C=CC1)NCC(=O)N1[C@@H]2CC([C@H]([C@H]1C(=O)N[C@H](C[C@H]1C(NCCC1)=O)C#N)CC2)(F)F)C (1S,3S,4S)-2-((3-chloro-2-methylphenyl)glycyl)-N-((R)-1-cyano-2-((S)-2-oxopiperidin-3-yl)ethyl)-5,5-difluoro-2-azabicyclo[2.2.2]octane-3-carboxamide